ClC=1C=C(C=C(C1)OCC1CC1)N1C(N(C(C(=C1)C=1C(NC=CC1)=O)=O)C=1C=NC=CC1)=O 1-[3-chloro-5-(cyclopropylmethoxy)phenyl]-5-(2-oxo-1H-pyridin-3-yl)-3-(3-pyridyl)pyrimidine-2,4-dione